(5'S,7a'R)-5'-(3,5-difluorophenyl)-3-methyl-1-(pyrazolo[1,5-a][1,3,5]triazin-4-yl)tetrahydro-3'H-spiro[piperidine-4,2'-pyrrolo[2,1-b][1,3]oxazol]-3'-one FC=1C=C(C=C(C1)F)[C@@H]1CC[C@H]2OC3(C(N21)=O)C(CN(CC3)C3=NC=NC=2N3N=CC2)C